[5-(3-fluoropropyl)-4,6-dimethoxy-pyrimidin-2-yl]bis-(4-methoxy-benzyl)-amine FCCCC=1C(=NC(=NC1OC)N(CC1=CC=C(C=C1)OC)CC1=CC=C(C=C1)OC)OC